CN1N=NC(=C1NC(OCC)=O)C1=NC=C(C=C1)NC(=O)C12CC(C1)(C2)C(F)(F)F ethyl (1-methyl-4-(5-(3-(trifluoromethyl)bicyclo[1.1.1]pentane-1-carboxamido)pyridin-2-yl)-1H-1,2,3-triazol-5-yl)carbamate